sodium 2-(methyloleoylamino)ethane-1-sulfonate CN(CCS(=O)(=O)[O-])C(CCCCCCC\C=C/CCCCCCCC)=O.[Na+]